C(C#CC)N1C(=NC=2N(C(N(C(C12)=O)CC1=C(C(=O)OC(C)C)C=C(C=C1)Cl)=O)C)N1C[C@@H](CCC1)NC(=O)OC(C)(C)C Isopropyl (R)-2-((7-(but-2-yn-1-yl)-8-(3-((tert-butoxycarbonyl)amino)piperidin-1-yl)-3-methyl-2,6-dioxo-2,3,6,7-tetrahydro-1H-purin-1-yl)methyl)-5-chlorobenzoate